O=C1N(CC2=CC(=CC=C12)O[C@H]1[C@@H](CCCC1)N1CC(C1)OCC(F)(F)F)C1C(NC(CC1)=O)=O 3-(1-oxo-5-(((1R,2R)-2-(3-(2,2,2-trifluoroethoxy)azetidin-1-yl)cyclohexyl)oxy)isoindolin-2-yl)piperidine-2,6-dione